O[C@H]1C([C@H]2[C@H]([C@H]([C@H]3[C@@H]4CC[C@H]([C@@H](CCC(=O)O)C)[C@]4(CC[C@@H]3[C@]2(CC1)C)C)O)CC)(F)F 3α,7α-dihydroxy-4,4-difluoro-6α-ethyl-5β-cholanic acid